diisopropyl ether C(C)(C)OC(C)C